FC=1C=C(C2=C(B(OC2)O)C1)C[C@@H]1N[C@H]([C@H](OC1=O)C1=CC=CC=C1)C1=CC=CC=C1 (3S,5S,6R)-3-((6-fluoro-1-hydroxy-1,3-dihydrobenzo[c][1,2]oxaborol-4-yl)methyl)-5,6-diphenylmorpholin-2-one